9,9-bis(3-(4-trifluoromethylphenyl)-4-hydroxyphenyl)fluorene FC(C1=CC=C(C=C1)C=1C=C(C=CC1O)C1(C2=CC=CC=C2C=2C=CC=CC12)C1=CC(=C(C=C1)O)C1=CC=C(C=C1)C(F)(F)F)(F)F